COC(=O)[C@H]1O[C@]([C@H]([C@H]1C1=C(C(=C(C=C1)F)F)OC(C)C)C)(C(F)(F)F)C |r| rac-(2s,3s,4s,5r)-3-(3,4-difluoro-2-isopropoxy-phenyl)-4,5-dimethyl-5-(trifluoromethyl)tetrahydrofuran-2-carboxylic acid methyl ester